methyl 8-(1-((3,5-difluorophenyl)amino)ethyl)-2-morpholino-4-oxo-4H-chromene-6-carboxylate FC=1C=C(C=C(C1)F)NC(C)C=1C=C(C=C2C(C=C(OC12)N1CCOCC1)=O)C(=O)OC